N,N-bisaminopropyl-2-ethylhexylamine NCCCN(CCCN)CC(CCCC)CC